2-((5-Chloro-4-(6-methyl-1H-indol-3-yl)pyrimidin-2-yl)amino)-4-cyclopropyl-6-(((3r,5s)-3,5-dimethylpiperazin-1-yl)methyl)phenol ClC=1C(=NC(=NC1)NC1=C(C(=CC(=C1)C1CC1)CN1C[C@H](N[C@H](C1)C)C)O)C1=CNC2=CC(=CC=C12)C